benzoic acid benzoyl ester C(C1=CC=CC=C1)(=O)OC(C1=CC=CC=C1)=O